(1,4-dioxaspiro[4.5]decan-8-yl)methanamine O1CCOC12CCC(CC2)CN